OC1(C(CN(CC1)C(=O)OC(C)(C)C)C)C=1SC=CC1 tert-butyl 4-hydroxy-3-methyl-4-(2-thienyl)piperidine-1-carboxylate